Methyl (R)-4-(1-(3-amino-6-(2-hydroxyphenyl)pyridazin-4-yl)piperidin-3-yl)-2-methylbenzoate NC=1N=NC(=CC1N1C[C@H](CCC1)C1=CC(=C(C(=O)OC)C=C1)C)C1=C(C=CC=C1)O